2-[(cis)-3-hydroxy-3-methylcyclobutyl]-7-(trifluoromethyl)-1,3a-diaza-5-indenol OC1(CC(C1)C=1N=C2C(=CC(=CN2C1)O)C(F)(F)F)C